CN1C=NC2=C1C(NC=1C=CC=CC21)=O 3-methyl-3,5-dihydro-4H-imidazo[4,5-c]quinolin-4-one